NCC(CO)C 3-amino-2-methylpropane-1-ol